C(#N)C=1C=C(C(=O)N[C@H]2[C@H](C3=C(N(C2=O)CC)N(N=C3C)C3=CC=CC=C3)C3=CC=C(C=C3)F)C=CC1 3-cyano-N-[(4S,5S)-7-ethyl-4-(4-fluorophenyl)-3-methyl-6-oxo-1-phenyl-1H,4H,5H,6H,7H-pyrazolo[3,4-b]pyridin-5-yl]benzamide